[Cl-].[Cl-].C(C)(C)(C)C1(C=CC=C1)[Ti+2]C1(C=CC=C1)C(C)(C)C bis(t-butylcyclopentadienyl)titanium (IV) dichloride